COC1=CNC=C1OC 3,4-dimethoxypyrrole